CN1C(C(=CC2=C(C=C(C=C12)N1CCOCC1)N1C2=C(N(CC1)CC(=O)OC(C)(C)C)C=C(N=C2)C=2C=NN(C2)C)C)=O tert-butyl 2-(4-(1,3-dimethyl-7-morpholino-2-oxo-1,2-dihydroquinolin-5-yl)-7-(1-methyl-1H-pyrazol-4-yl)-3,4-dihydropyrido[3,4-b]pyrazin-1(2H)-yl)acetate